OC1=C(C=CC(=C1)C(F)(F)F)C1=C(C(=C(N=N1)N[C@H]1CN(CCC1)C(=O)OC(C)(C)C)C)C tert-butyl (R)-3-((6-(2-hydroxy-4-(trifluoromethyl)phenyl)-4,5-dimethylpyridazin-3-yl)amino)piperidine-1-carboxylate